OCCCO[C@@H]1CC[C@H](CC1)C(=O)N(C1=CC(=CC=C1)C1=CN=C(S1)OC)C[C@@H]1CC[C@H](CC1)C1=CC(=C(C=C1)OC)C trans-4-(3-Hydroxy-propoxy)-N-((trans-4-(4-methoxy-3-methylphenyl)cyclohexyl)methyl)-N-(3-(2-methoxythiazol-5-yl)phenyl)cyclohex-anecarboxamide